C(C(=C)C)(=O)OC(CC(C(F)(F)F)(C(F)(F)F)O)CC(C)C 1,1,1-trifluoro-2-hydroxy-6-methyl-2-trifluoromethylhept-4-yl methacrylate